NCCOP(=O)(O)O.C(CCC)N Butylamine 2-aminoethyl-phosphate